4-Hydroxy-4-(phenylethynyl)piperidine-1-carboxylic acid tert-butyl ester C(C)(C)(C)OC(=O)N1CCC(CC1)(C#CC1=CC=CC=C1)O